O1C(CCCC1)ONC(=O)C1C2CCC(CN1)N2C(=O)[O-] 2-(((tetrahydro-2H-pyran-2-yl)oxy)carbamoyl)-3,8-diazabicyclo[3.2.1]octane-8-carboxylate